1-benzyl-N3-methyl-N5-(tetrahydrofuran-3-yl)-1H-pyrazole-3,5-dicarboxamide C(C1=CC=CC=C1)N1N=C(C=C1C(=O)NC1COCC1)C(=O)NC